ClC1=CC2=C(N=C(O2)N2CC3(C2)CC(C3)NC(=O)C3=CC(=NC=C3)OC)C=C1 N-[2-(6-chloro-1,3-benzoxazol-2-yl)-2-azaspiro[3.3]heptan-6-yl]-2-methoxy-pyridine-4-carboxamide